(4-amino-1-(5-(4-(1,2-difluoroethyl)-2-methoxyphenyl)imidazo[2,1-b][1,3,4]thiadiazol-2-yl)piperidin-4-yl)methanol NC1(CCN(CC1)C1=NN2C(S1)=NC=C2C2=C(C=C(C=C2)C(CF)F)OC)CO